tert-butyl 6-((2-fluoro-[1,1'-biphenyl]-3-yl)methyl)-7-(methylsulfonamido)-5-azaspiro[2.4]heptane-5-carboxylate FC1=C(C=CC=C1CC1N(CC2(CC2)C1NS(=O)(=O)C)C(=O)OC(C)(C)C)C1=CC=CC=C1